1-(4-Fluoro-phenyl)-2-[4-(4-iodo-1-methyl-1H-pyrazole-3-carbonyl)-piperazin-1-yl]-ethanone FC1=CC=C(C=C1)C(CN1CCN(CC1)C(=O)C1=NN(C=C1I)C)=O